CC1=CC(=NN1CC1CCOCC1)C=1C=C2CN(C(C2=CC1)=O)C1C(NC(CC1)=O)=O 3-(5-(5-methyl-1-((tetrahydro-2H-pyran-4-yl)methyl)-1H-pyrazol-3-yl)-1-oxoisoindolin-2-yl)piperidine-2,6-dione